C1(=CC=CC=C1)P(O)(O)C1=CC=CC=C1.C(C1=CC=CC=C1)(=O)O.C(C)(C)C(CC(O)C(C)C)O 1,3-diisopropyl-1,3-propanediol benzoate Diphenylphosphonite